CC=1C=C2C(C=C(OC2=C(C1)C(C)NC1=C(C(=O)O)C=CC=C1)C1=CC=CC2=C1N=C(O2)C)=O 2-[1-[6-Methyl-2-(2-methyl-1,3-benzoxazol-4-yl)-4-oxo-chromen-8-yl]ethylamino]benzoic acid